CC1=CC=CC(=N1)C1=NC=CC(=N1)NC1=NC(=NC=C1)NC1=CC=C(C=C1)CN1CC(CCC1)C(=O)N1CCNCC1 [1-[[4-[[4-[[2-(6-methyl-2-pyridyl)pyrimidin-4-yl]amino]pyrimidin-2-yl]amino]phenyl]methyl]-3-piperidyl]-piperazin-1-yl-methanone